methyl 2,2-dimethyl-hept-6-enoate CC(C(=O)OC)(CCCC=C)C